4-([1,1'-biphenyl]-3-yl)-2-methyl-N-(4-methyl-1-azabicyclo[3.2.2]non-4-yl)piperazine-1-carboxamide C1(=CC(=CC=C1)N1CC(N(CC1)C(=O)NC1(CCN2CCC1CC2)C)C)C2=CC=CC=C2